6-allyl-N-(1-methyl-1,2,3,4-tetrahydroquinolin-7-yl)-6H-pyrido[2,3-c]pyrimido[4,5-e][1,2]thiazin-2-amine 5,5-dioxide C(C=C)N1S(C2=C(C3=C1N=CC=C3)N=C(N=C2)NC2=CC=C3CCCN(C3=C2)C)(=O)=O